(S)-5-(1-cyclohexylethyl)-6-fluoro-3-((3-fluorobenzyl)amino)-4H-benzo[e][1,2,4]thiadiazine 1,1-dioxide C1(CCCCC1)[C@H](C)C1=C(C=CC2=C1NC(=NS2(=O)=O)NCC2=CC(=CC=C2)F)F